ClC1=C(C=CC2=C1C(=N[C@H](C=1N2C=C(C(N1)=O)CCOCC)C)C1=C(C=CC=C1F)F)Cl (5S)-8,9-dichloro-7-(2,6-difluorophenyl)-2-(2-ethoxyethyl)-5-methyl-5H-pyrimido[1,2-a][1,4]benzodiazepine-3-One